1-methyl-2-methylpropane CCC(C)C